(4-(Methylsulfonyl)-cyclohexyl)methyl 4-methylbenzene-sulfonate CC1=CC=C(C=C1)S(=O)(=O)OCC1CCC(CC1)S(=O)(=O)C